N-(5-chloropyridin-3-yl)-N-({5-[5-(difluoromethyl)-1,3,4-oxadiazol-2-yl]-1,3-thiazol-2-yl}methyl)-2-[(1s,4s)-2-oxa-5-azabicyclo[2.2.1]heptan-5-yl]ethane-1-sulfonamide ClC=1C=C(C=NC1)N(S(=O)(=O)CCN1[C@@H]2CO[C@H](C1)C2)CC=2SC(=CN2)C=2OC(=NN2)C(F)F